Cyclopropyl-N-((cis)-3-(2,3-dihydropyrrolo[3',2':5,6]pyrido[3,4-b][1,4]oxazin-1(7H)-yl)cyclobutyl)azetidine-3-sulfonamide C1(CC1)N1CC(C1)S(=O)(=O)N[C@@H]1C[C@@H](C1)N1C2=C(OCC1)C=NC1=C2C=CN1